CC(C)(C)C=1C=C(C(=O)O)C=C(C1O)C(C)(C)C 3,5-bis(1,1-dimethylethyl)-4-hydroxybenzoic acid